N-(3-(1H-imidazol-1-yl)benzyl)-4-((dimethylamino)methyl)-N-(3-methoxybenzyl)thiazol-2-amine N1(C=NC=C1)C=1C=C(CN(C=2SC=C(N2)CN(C)C)CC2=CC(=CC=C2)OC)C=CC1